N-Boc-azetidine-3-one C(=O)(OC(C)(C)C)N1CC(C1)=O